FC1=CC=C(C=C1)SC=1SC2=C(N1)C=CC=C2 2-((4-fluorophenyl)thio)benzo[d]thiazole